chloro-benzoquinone ClC=1C(C=CC(C1)=O)=O